1-(2-bromophenyl)propan-2-ol BrC1=C(C=CC=C1)CC(C)O